2-(3-chlorophenyl)-4-hydroxypyridine ClC=1C=C(C=CC1)C1=NC=CC(=C1)O